CC1=CC=C(C=C1)S(=O)(=O)OCCCC(C#N)C1=CC=C(C=C1)Br 4-(4-bromophenyl)-4-cyanobutanol p-toluenesulfonate